ClC=1C(=C(C=CC1)NC1=NC=NC2=CC=C(C(=C12)C1=CC=CC=C1)[N+](=O)[O-])F N-(3-chloro-2-fluorophenyl)-6-nitro-5-phenylquinazolin-4-amine